9-mesityl-2,7,10-trimethylacridine perchlorate Cl(=O)(=O)(=O)O.C1(=C(C(=CC(=C1)C)C)C1C2=CC(=CC=C2N(C=2C=CC(=CC12)C)C)C)C